C(#N)C1=CC(=C(COC2=CC=C(C(=N2)C2[C@H]3CN(C[C@@H]23)C(=O)OC(C)(C)C)F)C=C1)F tert-Butyl (1R,5S,6r)-6-(6-((4-cyano-2-fluorobenzyl)oxy)-3-fluoropyridin-2-yl)-3-azabicyclo[3.1.0]hexane-3-carboxylate